5-chloro-2-{[(3R)-3-(2-hydroxypropan-2-yl)pyrrolidin-1-yl]methyl}-7,8-dihydro-6H-spiro[[1,3]oxazolo[5,4-f]quinazoline-9,1'-cyclohexane]-7-one ClC=1C=C2C(=C3C1NC(NC31CCCCC1)=O)OC(=N2)CN2C[C@@H](CC2)C(C)(C)O